(Z)-3-amino-5-methoxypent-2-enoic acid methyl ester COC(\C=C(\CCOC)/N)=O